CCCCCCCCCCCCCCCC(=O)OC(COC(=O)CCCCCCC/C=C\\CCCCCCCC)COC(=O)CCCCCCC/C=C\\CCCCCCCC The molecule is a triglyceride in which the acyl groups at positions 1 and 3 are specified as oleoyl while that at position 2 is specified as palmitoyl. It derives from a hexadecanoic acid and an oleic acid.